C(C)[C@H]1[C@H](NC([C@H]1F)=O)COC=1C=CC=C2C=C(C=3N(C12)N=C(N3)C)C(=O)N 9-(((2S,3S,4S)-3-ethyl-4-fluoro-5-oxopyrrolidin-2-yl)methoxy)-2-methyl-[1,2,4]triazolo[1,5-a]quinoline-4-carboxamide